3-Methylbenzaldehyde-O-(1-methyl-1H-imidazole-4-carbonyl) oxime CN1C=NC(=C1)C(=O)ON=CC1=CC(=CC=C1)C